BrC1=CN=CC=2C=CCCC12 4-bromo-5,6-dihydroisoquinoline